OS(=O)(=O)OOCC=C allyloxy hydroxysulfonate